ethyl 2-(2-bromophenyl)-2,2-difluoro-acetate BrC1=C(C=CC=C1)C(C(=O)OCC)(F)F